FC1=CC=C(C=C1)C(C=CC1=CC(=C(C(=C1)OC)OC)OC)=O 1-(4-Fluorophenyl)-3-(3,4,5-trimethoxyphenyl)prop-2-en-1-one